2-(4-((1-(2,6-bis(benzyloxy)pyridin-3-yl)-3-methyl-2-oxo-2,3-dihydro-1H-benzo[d]imidazol-5-yl)amino)-1H-pyrazol-1-yl)acetic acid C(C1=CC=CC=C1)OC1=NC(=CC=C1N1C(N(C2=C1C=CC(=C2)NC=2C=NN(C2)CC(=O)O)C)=O)OCC2=CC=CC=C2